ClC1=CC(=C(C=C1)C1=NC(=CC=2N=C(N(C(C21)=O)C)C)N2C[C@H](OCC2)C2CC2)F (R)-5-(4-chloro-2-fluorophenyl)-7-(2-cyclopropylmorpholino)-2,3-dimethylpyrido[4,3-d]pyrimidin-4(3H)-one